2-phenyl-3-[[1-[2-(2H-tetrazol-5-yl)phenyl]-4-piperidinyl]methyl]quinazolin-4-one C1(=CC=CC=C1)C1=NC2=CC=CC=C2C(N1CC1CCN(CC1)C1=C(C=CC=C1)C=1N=NNN1)=O